OC1CCC(CC1)N1CCN(CC1)C(=O)OCCCC butyl 4-((1s,4s)-4-hydroxycyclohexyl)piperazine-1-carboxylate